CC=1C=C(OC2=C(C=C(C=C2)N)N)C=CC1 4-(m-methylphenoxy)meta-phenylenediamine